NCCCN(CCCN)CCCCCCCCCCCCCC N-(3-aminopropyl)-N-tetradecyl-1,3-propylenediamine